racemic-methyl-((1R,3R)-2,2-difluoro-3-vinylcyclopropyl) acetate C(C)(=O)O[C@]1(C([C@@H]1C=C)(F)F)C |r|